tert-butyl 7-ethynyl-3,4-dihydro-1,8-naphthyridine-1(2H)-carboxylate C(#C)C1=CC=C2CCCN(C2=N1)C(=O)OC(C)(C)C